N[C@@H]([C@H](C)CC)C(=O)O L-Alloisoleucin